N-(6-methoxy-2,4-dimethylnicotinoyl)-O-((1R,3R)-3-(2-(5,6,7,8-tetrahydro-1,8-naphthyridin-2-yl)ethyl)cyclobutyl)-L-homoserine COC1=NC(=C(C(=O)N[C@@H](CCOC2CC(C2)CCC2=NC=3NCCCC3C=C2)C(=O)O)C(=C1)C)C